4-phenyl-2-((1,2,3,4-tetrahydronaphthalen-1-yl)amino)-5,7-dihydro-6H-pyrrolo[3,4-d]pyrimidine-6-carbonitrile C1(=CC=CC=C1)C=1C2=C(N=C(N1)NC1CCCC3=CC=CC=C13)CN(C2)C#N